COC(=O)C1=C(OC2=C(C(=O)[O-])C=CC=C2)C=CC=C1 2-(2-(methoxycarbonyl)phenoxy)benzoate